C(C)(C)(C)OC(NC(CC1=CC=CC=C1)CC)=O 1-phenylbutan-2-ylcarbamic acid tert-butyl ester